ls-9,10-bis(4-pyridyl)anthracene N1=CC=C(C=C1)C=1C2=CC=CC=C2C(=C2C=CC=CC12)C1=CC=NC=C1